tert-butyl (R)-4-((6-((5-(difluoromethoxy)-1H-pyrazol-3-yl)amino)-5-methylpyrazin-2-yl)oxy)-3,3-dimethylpiperidine-1-carboxylate FC(OC1=CC(=NN1)NC1=C(N=CC(=N1)O[C@H]1C(CN(CC1)C(=O)OC(C)(C)C)(C)C)C)F